BrC=1C(=NN(C1C(=O)N1CCCC12CCN(CC2)C(=O)O)C)C 1-(4-bromo-1,3-dimethyl-1H-pyrazole-5-carbonyl)-1,8-diazaspiro[4.5]decane-8-carboxylic acid